2-(3-Fluoropyridin-2-yl)-6-(1-methylindolin-4-yl)phthalazin-1(2H)-one FC=1C(=NC=CC1)N1C(C2=CC=C(C=C2C=N1)C1=C2CCN(C2=CC=C1)C)=O